tert-butyl ((1S,3R)-3-((6-chloropyrazin-2-yl)oxy)cyclohexyl)carbamate ClC1=CN=CC(=N1)O[C@H]1C[C@H](CCC1)NC(OC(C)(C)C)=O